C(C)(=O)C1=NN(C2=CC=C(C=C12)C=1C=NC(=NC1)C)CC(=O)N1[C@@H](C[C@H](C1)F)C(=O)NC1=NN(C=C1Br)CC(F)(F)F (2S,4R)-1-(2-(3-acetyl-5-(2-methylpyrimidin-5-yl)-1H-indazol-1-yl)acetyl)-N-(4-bromo-1-(2,2,2-trifluoroethyl)-1H-pyrazol-3-yl)-4-fluoropyrrolidine-2-carboxamide